(R)-1-HYDROXY-N,N-BIS(4-METHOXYBENZYL)PROPANE-2-SULFONAMIDE OC[C@@H](C)S(=O)(=O)N(CC1=CC=C(C=C1)OC)CC1=CC=C(C=C1)OC